N1=C(C=CC=C1)CCCO 3-(pyridin-2-yl)propan-1-ol